P(=O)([O-])([O-])[O-].C(CCCCCCCC)[NH3+].C(CCCCCCCC)[NH3+].C(CCCCCCCC)[NH3+] nonylammonium phosphate